FC=1C=C(C=CC1F)C1CN(CCO1)C(=O)NCC(CC1=CC=C(C=C1)OC)CO 2-(3,4-difluorophenyl)-N-[2-(hydroxymethyl)-3-(4-methoxyphenyl)propyl]morpholine-4-carboxamide